COC(=O)C=1C=CC2=C(N(C(=N2)CC2=C(C=C(C(=C2)F)Br)F)C[C@H]2OCC2)C1 (S)-2-(4-bromo-2,5-difluorobenzyl)-1-(oxetan-2-ylmethyl)-1H-benzo[d]Imidazole-6-carboxylic acid methyl ester